5-(7-butoxy-1-fluoro-3,6-dihydroxynaphthalen-2-yl)-1λ6,2,5-thiadiazolidine-1,1,3-trione C(CCC)OC1=C(C=C2C=C(C(=C(C2=C1)F)N1CC(NS1(=O)=O)=O)O)O